12-octadecen-1-yl-1,3-dioxolan-4-yl-octanoate C(CCCCCCCCCCC=CCCCCC)C(C(=O)[O-])(CCCCCC)C1OCOC1